N-{[3-amino-4-(4,4,5,5-tetramethyl-1,3,2-dioxaborolan-2-yl)phenyl]methyl}-2-cyclopropyl-N-[2-(trifluoro-methyl)pyridin-3-yl]pyrimidine-5-carboxamide NC=1C=C(C=CC1B1OC(C(O1)(C)C)(C)C)CN(C(=O)C=1C=NC(=NC1)C1CC1)C=1C(=NC=CC1)C(F)(F)F